monosodium hydrogen sulfate S(=O)(=O)(O)[O-].[Na+]